NC=1C(=C(C=CC1)[C@@H](O)[C@H]1NC2(CC1C2)C)F (R)-(3-amino-2-fluorophenyl)((S)-1-methyl-2-azabicyclo[2.1.1]hexan-3-yl)methanol